S1C=NC2=C1C=CC(=C2)CN(C(=O)[C@H]2N(CCC2)[S@](=O)(=NC)C2=CC=C(C=C2)OC)C2CCC1(CC1(F)F)CC2 (S)-N-(Benzo[d]thiazol-5-ylmethyl)-N-((3R,6s)-1,1-difluorospiro[2.5]octan-6-yl)-1-((R)-4-methoxy-N-methylphenylsulfonimidoyl)pyrrolidine-2-carboxamide